BrC=1C2=C(N=CN1)OC(=C2)C2=CC=CC=C2 4-bromo-6-phenylfuro[2,3-d]pyrimidine